C(C1=CC=CC=C1)(=O)N1CCC(CC1)N(CC1=CC(=CC=C1)CNCC1=NC=CC=C1)CCC1=NC=CC=C1 N-[1-benzoyl-4-piperidinyl]-N-[2-(2-pyridinyl)ethyl]-N'-(2-pyridylmethyl)-1,3-xylylenediamine